(S)-5-fluoro-2-((4-(3-((7-((2-Hydroxy-2-methylpropyl)amino)-2-azaspiro[3.5]nonan-2-yl)methyl)pyrrolidin-1-yl)pyrimidin-5-yl)oxy)-N,N-Diisopropylbenzamide FC=1C=CC(=C(C(=O)N(C(C)C)C(C)C)C1)OC=1C(=NC=NC1)N1C[C@@H](CC1)CN1CC2(C1)CCC(CC2)NCC(C)(C)O